4'-(benzo[d]oxazol-2-yl)-4,4''-bis(3-methyl-9H-carbazol-9-yl)-5',6'-bis(4-(3-methyl-9H-carbazol-9-yl)phenyl)-[1,1':2',1''-terphenyl]-3'-carbonitrile O1C(=NC2=C1C=CC=C2)C2=C(C(=C(C(=C2C2=CC=C(C=C2)N2C1=CC=CC=C1C=1C=C(C=CC21)C)C2=CC=C(C=C2)N2C1=CC=CC=C1C=1C=C(C=CC21)C)C2=CC=C(C=C2)N2C1=CC=CC=C1C=1C=C(C=CC21)C)C2=CC=C(C=C2)N2C1=CC=CC=C1C=1C=C(C=CC21)C)C#N